COC(=O)C1=C(C(=NC(=C1)Br)C1=CC=C(C=C1)F)N 3-amino-6-bromo-2-(4-fluorophenyl)pyridine-4-carboxylic acid methyl ester